O=C1NC[C@H](N1)C(=O)NCC1=CC=C(C=C1)NC1=CC=C(C=C1)N1CCC(CC1)C(F)(F)F (S)-2-oxo-N-(4-((4-(4-(trifluoromethyl)piperidin-1-yl)phenyl)amino)benzyl)imidazolidine-4-carboxamide